C1(CC1)C=1C(=CC(N2C(CS(C12)=O)C(=O)O)=O)CC1=CC=CC2=CC=CC=C12 7-Cyclopropyl-6-[(1-naphthyl)methyl]-1-oxo-4-oxo-1-thia-3a-aza-3-indancarboxylic acid